(4-methylphenyl)(4'-isobutylphenyl)iodonium hexafluorophosphate F[P-](F)(F)(F)(F)F.CC1=CC=C(C=C1)[I+]C1=CC=C(C=C1)CC(C)C